2-chloro-1-[4-(1,5-dimethylpyrazol-4-yl)-3,4-dihydro-1H-isoquinolin-2-yl]ethanone ClCC(=O)N1CC2=CC=CC=C2C(C1)C=1C=NN(C1C)C